2-amino-3-bromo-N,5-dimethyl-benzamide NC1=C(C(=O)NC)C=C(C=C1Br)C